NC1=NC2=C(C=3N1N=C(N3)C=3OC=CC3)C=NN2C(C(=O)N[C@H]2[C@H](CCCC2)O)(C)C2=CC=CC=C2 2-(5-amino-2-(furan-2-yl)-7H-pyrazolo[4,3-e][1,2,4]triazolo[1,5-c]pyrimidin-7-yl)-N-((1R,2S)-2-hydroxycyclohexyl)-2-phenylpropanamide